FC=1C=CC(=NC1)O 5-fluoropyridin-2-ol